C(C)(C)(C)N(C(O)=O)CC(=O)C1=CC(=CC(=C1)OC)F.NC=1C=CC=C(C1)C1=C2NC(=C1)C=C1C=CC(=N1)C(=C1C=CC(N1)=C(C=1C=CC(N1)=C2N)N)N 5,10,15,20-tetra(amino)phenyl-porphyrin tert-butyl-(2-(3-fluoro-5-methoxyphenyl)-2-oxoethyl)carbamate